ClC=1N=CC(=NC1)[C@@H]1[C@H](C1)C(=O)[O-] (1S,2S)-2-(5-chloro-pyrazin-2-yl)-cyclopropanecarboxylate